BrCCCC(=O)OCC1=C(C=C(C=C1)CCCCCCCCCCCCCCC)OCCCCCCCCCC 2-(decyloxy)-4-pentadecylbenzyl 4-bromobutanoate